ClC=1C=C2CCN(CC2=CC1)S(=O)(=O)N1C(=[N+](C=C1)C)C 1-(6-chloro-3,4-dihydroisoquinolin-2(1H)-ylsulfonyl)-2,3-dimethyl-1H-imidazol-3-ium